C(C1=CC=CC=C1)N1CN(C2=C1C=CC=C2)CC2=CC=CC=C2 1,3-dibenzyl-benzimidazole